Tert-butyl N-[(2S)-1-(4-carbamoyl-3-chlorophenyl)-3-hydroxypropan-2-yl]carbamate C(N)(=O)C1=C(C=C(C=C1)C[C@@H](CO)NC(OC(C)(C)C)=O)Cl